(2',3''-bis(4,6-diphenyl-1,3,5-triazin-2-yl)-[1,1':4',1''-terphenyl]-4-yl)dimethylphosphine oxide C1(=CC=CC=C1)C1=NC(=NC(=N1)C1=CC=CC=C1)C1=C(C=CC(=C1)C1=CC(=CC=C1)C1=NC(=NC(=N1)C1=CC=CC=C1)C1=CC=CC=C1)C1=CC=C(C=C1)P(C)(C)=O